Pregn-4-ene-3,20-dione CC([C@H]1CC[C@H]2[C@@H]3CCC4=CC(CC[C@]4(C)[C@H]3CC[C@]12C)=O)=O